(3-chloro-4-(1H-pyrazol-1-yl)phenyl)-1-(2-carbonyl-1,2-dihydrobenzo[cd]indol-6-yl)-5-(trifluoromethyl)-1H-pyrazole-4-carboxamide ClC=1C=C(C=CC1N1N=CC=C1)C1=NN(C(=C1C(=O)N)C(F)(F)F)C=1C=2C3=C(C(NC3=CC1)=C=O)C=CC2